Bishydroxyethyl-bishydroxypropyl-stearyl-ammonium chloride [Cl-].OCCC(CCCCCCCCCCCCCCCCC[NH+](CCCO)CCCO)CCO